5-(1-fluorocyclobutyl)-1,3,4-thiadiazol-2-amine FC1(CCC1)C1=NN=C(S1)N